FC=1C=C(C=CC1)C1(CC(C1)C(=O)OC)O Methyl 3-(3-fluorophenyl)-3-hydroxycyclobutane-1-carboxylate